D-(+)-Raffinose pentahydrate C([C@@H]1[C@@H]([C@@H]([C@H](C(O1)OC[C@@H]2[C@H]([C@@H]([C@H](C(O2)O[C@]3([C@H]([C@@H]([C@H](O3)CO)O)O)CO)O)O)O)O)O)O)O.O.O.O.O.O